OC1CCC(N(C1)C(C(C)SC)=O)C=1NC(=CN1)C1=CC=C(C=C1)C 1-(5-hydroxy-2-(5-(p-tolyl)-1H-imidazol-2-yl)piperidin-1-yl)-2-(methylthio)propan-1-one